O=C(C(C#N)=S1CCCC1)C1N(C(CC1)=O)CC=1SC=CN1 3-Oxo-3-{5-oxo-1-[(1,3-thiazol-2-yl)methyl]pyrrolidin-2-yl}-2-(1λ4-thiolan-1-ylidene)-propanenitrile